2-(1,4-dioxaspiro[4.5]decan-8-yl)-5-(tributylstannyl)-4-(trifluoromethyl)thiazole boron dioxalate C(C(=O)[O-])(=O)[O-].C(C(=O)O)(=O)[O-].[B+3].O1CCOC12CCC(CC2)C=2SC(=C(N2)C(F)(F)F)[Sn](CCCC)(CCCC)CCCC